(4-tert-pentylcyclohexyl) cyclohexyl fumarate C(\C=C\C(=O)OC1CCCCC1)(=O)OC1CCC(CC1)C(C)(C)CC